1-methyl-4-(1-methyl-ethyl)-1,3-cyclohexanediol CC1(CC(C(CC1)C(C)C)O)O